C1N(CCC2=CC=CC=C12)C[C@H](CN1CCOC2=C(C1=O)C=CC=C2)O 4-[(2R)-3-(3,4-dihydro-1H-isoquinolin-2-yl)-2-hydroxy-propyl]-2,3-dihydro-1,4-benzoxazepine-5-on